ClC1=C(C(=O)NC2=NC=C(C=C2C)C#CC2=CC=CC=C2)C=C(C=C1)NC(=O)[C@H]1[C@@H](C1)C 2-chloro-5-[[(1R,2R)-2-methylcyclopropanecarbonyl]amino]-N-[3-methyl-5-(2-phenylethynyl)-2-pyridyl]benzamide